C(C1=CC=CC=C1)N1C2=C(SCC1=O)C=CC(=C2)NC(=O)NC2=CNC1=CC=C(C=C21)Br 1-(4-benzyl-3-oxo-3,4-dihydro-2H-benzo[b][1,4]thiazin-6-yl)-3-(5-bromo-1H-indol-3-yl)urea